6-(6-(4-methoxypyridin-3-yl)-4-methyl-1H-pyrazolo[4,3-c]pyridin-1-yl)-4-((2R,3S)-2-methyl-3-((methylsulfonyl)methyl)azetidin-1-yl)-N-((S)-1,1,1-trifluoropropan-2-yl)pyridin-2-amine COC1=C(C=NC=C1)C1=CC2=C(C(=N1)C)C=NN2C2=CC(=CC(=N2)N[C@H](C(F)(F)F)C)N2[C@@H]([C@H](C2)CS(=O)(=O)C)C